N-cyclohexyl-2-(4-(2-((4-fluoro-3-nitrophenyl)amino)-2-oxoethoxy)-3-methoxyphenyl)-2-oxoacetamide C1(CCCCC1)NC(C(=O)C1=CC(=C(C=C1)OCC(=O)NC1=CC(=C(C=C1)F)[N+](=O)[O-])OC)=O